Cl.N[C@@H]1C(N(C2=C(OC1)C=CC(=C2)C(=O)N2CCN(CC2)C)C)=O (S)-3-amino-5-methyl-7-(4-methylpiperazine-1-carbonyl)-2,3-dihydrobenzo[b][1,4]oxazepin-4(5H)-one hydrochloride